CC1=CC(=CC2=C1N=C(S2)C=2C(=C(C=CC2)C2=CC=CC=C2)C)C=O 4-methyl-2-(2-methylbiphenyl-3-yl)-1,3-benzothiazole-6-carbaldehyde